CC(CCCCCCCCCC=CCCCCCCCCCCC)CCCCCCCCCCCCC 23-Methyl-12-hexatriacontene